N-(6-chloropyridin-3-yl)-3-((1-methyl-1H-pyrazol-4-yl)methoxy)-1,7-naphthyridin-8-amine ClC1=CC=C(C=N1)NC=1N=CC=C2C=C(C=NC12)OCC=1C=NN(C1)C